Cl.NC/C(/COC=1C=C2CCN(C(C2=CC1)=O)CC(=O)N(C)C)=C/F 2-[6-[(Z)-2-(aminomethyl)-3-fluoro-allyloxy]-1-oxo-3,4-dihydroisoquinolin-2-yl]-N,N-dimethyl-acetamide hydrochloride